sodium hydrogensulfite S(=O)(O)[O-].[Na+]